p-aminobenzoic acid potassium salt C1=CC(=CC=C1C(=O)[O-])N.[K+]